4-amino-3-methoxy-5-methylbenzene-1-carbonitrile NC1=C(C=C(C=C1C)C#N)OC